N1N=NC(=C1)CN1CCC(CC1)C=1C=C2C(=C(NC2=CC1)C1=CC(=NC=C1C)C)C(C)C 5-(1-((1H-1,2,3-triazol-4-yl)methyl)piperidin-4-yl)-2-(2,5-dimethylpyridin-4-yl)-3-isopropyl-1H-indole